Oxazole-5-carbonitrile O1C=NC=C1C#N